(S)-5-(7-cyano-1H-indole-2-carbonyl)-N-((S)-1-hydroxy-3-((S)-2-oxopyrrolidin-3-yl)propan-2-yl)-5-azaspiro[2.4]heptane-6-carboxamide C(#N)C=1C=CC=C2C=C(NC12)C(=O)N1CC2(CC2)C[C@H]1C(=O)N[C@H](CO)C[C@H]1C(NCC1)=O